7-methyl-6H,7H,8H-pyrido[2,3-b]Pyrazine-2-carboxamide CC1CC=2C(=NC=C(N2)C(=O)N)NC1